magnesium eicosanate C(CCCCCCCCCCCCCCCCCCC)(=O)[O-].[Mg+2].C(CCCCCCCCCCCCCCCCCCC)(=O)[O-]